tert-butyl N-[1-[7-chloro-8-[(6-methoxy-2-methyl-indazol-5-yl)carbamoyl]-2-methyl-imidazo[1,2-a]pyridin-5-yl]-4-piperidyl]-N-cyclopropyl-carbamate ClC1=C(C=2N(C(=C1)N1CCC(CC1)N(C(OC(C)(C)C)=O)C1CC1)C=C(N2)C)C(NC2=CC1=CN(N=C1C=C2OC)C)=O